C(C)(C)(C)OC(NC1=CC(=C2C(=N1)N(N=C2)CCC)C)=O (4-methyl-1-propyl-1H-pyrazolo[3,4-b]pyridin-6-yl)carbamic acid tert-butyl ester